[OH-].C(C(=C)C)(=O)NCCC[N+](CCCS(=O)(=O)O)(C)C (3-(methacryloylamino)propyl)dimethyl-(3-sulfopropyl)ammonium hydroxide